methyl (S)-3-(3-(3,5-dimethyl-1H-pyrazol-1-yl)phenyl)-4-(7-((5,6,7,8-tetrahydro-1,8-naphthyridin-2-yl)methyl)-2,7-diazaspiro[3.5]nonan-2-yl)butanoate CC1=NN(C(=C1)C)C=1C=C(C=CC1)[C@H](CC(=O)OC)CN1CC2(C1)CCN(CC2)CC2=NC=1NCCCC1C=C2